methyl 3-[(5-fluoropyrimidin-2-yl)amino]bicyclo[1.1.1]pentane-1-carboxylate FC=1C=NC(=NC1)NC12CC(C1)(C2)C(=O)OC